ClC=1C=2N(C=C(C1)S(=O)(=O)NC1(CC1)C)C(=NC2C#N)C=2SC(=NN2)C(F)F 8-chloro-1-cyano-3-(5-(difluoromethyl)-1,3,4-thiadiazol-2-yl)-N-(1-methylcyclopropyl)imidazo[1,5-a]pyridin-6-sulfonamide